FCC([C@H](CC(=O)OC1=CC=CC2=CC=CC=C12)NC(=O)[C@@]1(CC(=NO1)C1=NC=CC2=CC=CC=C12)C(C)C)=O Naphthalen-1-yl (S)-5-fluoro-3-((R)-5-isopropyl-3-(isoquinolin-1-yl)-4,5-dihydroisoxazole-5-carboxamido)-4-oxopentanoate